COCCOC=1C=CC=C(C(=O)N)C1 5-(2-methoxyethoxy)benzamide